BrC=1C=C(C=CC1OC[C@@H](CCl)O)C(C)(C)C1=CC=C(OC[C@@H](CN2N=NC(=C2CO)I)O)C=C1 (R)-1-(4-(2-(3-bromo-4-((S)-3-chloro-2-hydroxypropoxy)phenyl)propan-2-yl)phenoxy)-3-(5-(hydroxymethyl)-4-iodo-1H-1,2,3-triazol-1-yl)propan-2-ol